FC1=CC(=C(C=C1)O)[C@@H]1N(CCC1)C=1C=CC=2N(N1)C(=CN2)C2=NC=NC(=C2)C[C@H](C)O 4-fluoro-2-((R)-1-(3-(6-((S)-2-hydroxypropyl)pyrimidin-4-yl)imidazo[1,2-b]pyridazin-6-yl)pyrrolidin-2-yl)phenol